ClC1=C(C(=O)N2COC3=C(C2)C=CC=C3C3=CC(=C(C(=O)O)C=C3F)N3C2COCC3CC2)C(=CC(=C1)N1CC(C1)COC)Cl 4-[3-[2,6-Dichloro-4-[3-(methoxymethyl)azetidin-1-yl]benzoyl]-2,4-dihydro-1,3-benzoxazin-8-yl]-5-fluoro-2-(3-oxa-8-azabicyclo[3.2.1]octan-8-yl)benzoic acid